CC1=NOC(=C1C1=CC2=C(N(C(=N2)[C@]23[C@]45C=6C(=C(C=CC6C[C@H]([C@@H]4C=C[C@@H]3O)N(C)CC5)O)O2)[C@@H]2CC[C@H](CC2)OC)C=C1)C (S)-5-(5-(3,5-dimethylisoxazol-4-yl)-1-((trans)-4-methoxycyclohexyl)-1H-benzo[d]imidazol-2-yl)morphine